COC1=C(C=O)C=C(C(=C1)OC)OC 2,4,5-trimethoxy-benzaldehyde